N1(C=CC=C1)C1=NC=CC(=C1)C(C)(C)NC(OC1CN2CCC1CC2)=O 1-azabicyclo[2.2.2]oct-3-yl {2-[2-(1H-pyrrol-1-yl)pyridin-4-yl]propan-2-yl}carbamate